3-methyl-3-[1-oxo-5-[(3S)-pyrrolidin-3-yl]oxy-isoindolin-2-yl]piperidine-2,6-dione, hydrochloride Cl.CC1(C(NC(CC1)=O)=O)N1C(C2=CC=C(C=C2C1)O[C@@H]1CNCC1)=O